O1C=C(C=C1)S(=O)(=O)C1=C(C(=C(C=C1CCCCC)O)C1CCCC(=C1)C)O 3-(furan-3-ylsulfonyl)-5'-methyl-4-pentyl-1',2',3',4'-tetrahydro-[1,1'-biphenyl]-2,6-diol